BrC1=NC(=CC=C1)OCC1=C(C=C(C=C1)C(F)F)F 2-bromo-6-((4-(difluoromethyl)-2-fluorobenzyl)oxy)pyridine